C(#N)C1=CC(=C(C(=O)NC2=C(C=CC(=C2)C(=O)NC2=C(C=C(C=C2Cl)C(C(F)(F)F)(C(F)(F)F)F)Cl)C#N)C=C1)C 4-cyano-N-[2-cyano-5-[[[2,6-dichloro-4-[1,2,2,2-tetrafluoro-1-(trifluoromethyl)ethyl]phenyl]amino]carbonyl]phenyl]-2-methyl-benzamide